FN1C(C(N(C2=CC=CC=C12)C1=CC=CC=C1)=O)=O fluoro-1-phenylquinoxaline-2,3(1H,4H)-dione